C(CCC)NCCCCN(C1=C2CN(C(C2=CC=C1)=O)C1C(NC(CC1)=O)=O)CCCCC 3-(4-((4-(butylamino)butyl)(pentyl)amino)-1-oxoisoindolin-2-yl)piperidine-2,6-dione